3-[tris(trimethylsiloxy)silyl]propyl vinyl carbonate C(OCCC[Si](O[Si](C)(C)C)(O[Si](C)(C)C)O[Si](C)(C)C)(OC=C)=O